C(C)(C)(C)OCCN(CC[C@@H](C(=O)O)NC(=O)C=1N=NC=CC1C(F)(F)F)CCCCC1=NC=2NCCCC2C=C1 (S)-4-((2-(tert-butoxy)ethyl)(4-(5,6,7,8-tetrahydro-1,8-naphthyridin-2-yl)butyl)amino)-2-(4-(trifluoromethyl)pyridazine-3-carboxamido)butanoic acid